C(C(C)C)[Si](OC)(OC)CC(C)C diisobutyldimethoxysilane